BrC1=NN(C(=C1C(C)C)C=1C=C(C=2N(C1)N=CN2)C)COCC[Si](C)(C)C 6-(3-bromo-4-isopropyl-1-((2-(trimethylsilyl)ethoxy)methyl)-1H-pyrazol-5-yl)-8-methyl-[1,2,4]Triazolo[1,5-a]Pyridine